C(C)OC([C@@H](NC([C@@H](NC(C)=O)CCSC)=O)CCCNC(N)=N)=O acetylmethionylarginine ethyl ester